ClC1=NC(=NC=C1C(F)(F)F)NC1=C(C=C(C=C1)N1C[C@H]2CC[C@@H](C1)N2C(=O)OC(C)(C)C)CC tert-butyl (1R,5S)-3-(4-((4-chloro-5-(trifluoromethyl)pyrimidin-2-yl)amino)-3-ethylphenyl)-3,8-diazabicyclo[3.2.1]octane-8-carboxylate